4-(Benzyloxy)phenylisocyanat C(C1=CC=CC=C1)OC1=CC=C(C=C1)N=C=O